ClC=1C=CC(=NC1)C(C(=O)N)(C)N1C[C@@H](CCC1)C1=CNC(C(=C1)C)=O (5-chloropyridin-2-yl)-2-((S)-3-(5-methyl-6-oxo-1,6-dihydropyridin-3-yl)piperidin-1-yl)propanamide